N-cyclopropyl-4-((3,4-dioxo-2-((2,6,6-trimethyl-4,5,6,7-tetrahydrobenzo[d]thiazol-7-yl)amino)cyclobut-1-en-1-yl)amino)-3-hydroxy-N-methylpicolinamide C1(CC1)N(C(C1=NC=CC(=C1O)NC1=C(C(C1=O)=O)NC1C(CCC=2N=C(SC21)C)(C)C)=O)C